ClC=1C=C(NC2(CCC3(C(CC4=CC=CC=C34)C[C@H](CC)COC3=C4C(=NC=C3)C=CS4)CC2)C(=O)O)C=CC1 4-(3-Chloroanilino)-2'-[(2S)-2-{[(thieno[3,2-b]pyridin-7-yl)oxy]methyl}butyl]-2',3'-dihydrospiro[cyclohexane-1,1'-indene]-4-carboxylic acid